ethyl-(3R,4R)-rel-4-amino-3-(2,3-dichloro-6-[[2-(trimethylsilyl)ethoxy]methoxy]phenyl)pentanoate C(C)OC(C[C@@H]([C@@H](C)N)C1=C(C(=CC=C1OCOCC[Si](C)(C)C)Cl)Cl)=O |o1:5,6|